tert-butyl-5-methylene-5,6,9,10-tetrahydro-4H-isoxazolo[5,4-c]pyrido[4',3':3,4]pyrazolo[1,5-a]azepine C(C)(C)(C)C1=NOC=2C=3N(CC(CC21)=C)N=C2C3C=NCC2